NCC1=C(C=C(C=C1)C=1C=2N(N=CC1)C=C(C2)C2=CC=C(C=C2)CN2CCC(CC2)C2=CC=C(NC1C(NC(CC1)=O)=O)C=C2)C 3-[4-[1-[[4-[4-[4-(aminomethyl)-3-methyl-phenyl]pyrrolo[1,2-b]pyridazin-6-yl]phenyl]methyl]-4-piperidyl]anilino]piperidine-2,6-dione